1-benzyl-3-(1H-tetrazol-5-yl)quinolin-4(1H)-one C(C1=CC=CC=C1)N1C=C(C(C2=CC=CC=C12)=O)C1=NN=NN1